tert-Butyl 4-(4-((1-(tert-butoxycarbonyl)piperidin-4-ylidene)methyl)naphthalen-1-yl)piperazine-1-carboxylate C(C)(C)(C)OC(=O)N1CCC(CC1)=CC1=CC=C(C2=CC=CC=C12)N1CCN(CC1)C(=O)OC(C)(C)C